7-bromo-6-fluoro-2-methylbenzo[d]isothiazole-3(2H)-thione 1,1-dioxide BrC1=C(C=CC=2C(N(S(C21)(=O)=O)C)=S)F